CC=1C=2N(C=C(N1)C)N=C(C2)C2=CN=C1C(=N2)SC(=C1)[C@@]1([C@@H]2CN([C@H](C1)C2)C(=O)OC(C)(C)C)F |&1:20| tert-butyl (1S,4S,5RS)-5-[3-(4,6-dimethylpyrazolo[1,5-a]pyrazin-2-yl)thieno[2,3-b]pyrazin-6-yl]-5-fluoro-2-azabicyclo[2.2.1]heptane-2-carboxylate